(l)-5-[[(4-methoxyphenyl)sulfonyl]amino]-1-methyl-1H-benzimidazole-7-carboxylic acid COC1=CC=C(C=C1)S(=O)(=O)NC1=CC2=C(N(C=N2)C)C(=C1)C(=O)O